9,9-bis(4-(2-hydroxyethoxy)phenyl)-3,6-dinaphthyl-fluorene OCCOC1=CC=C(C=C1)C1(C2=CC=C(C=C2C=2C=C(C=CC12)C1=CC=CC2=CC=CC=C12)C1=CC=CC2=CC=CC=C12)C1=CC=C(C=C1)OCCO